N1=C(N=CN=C1)CO 1,3,5-triazine-2-methanol